tert-butyl N-[3-[7-amino-3-(2-fluoro-6-methyl-phenyl)-2-oxo-4H-pyrimido[4,5-d]pyrimidin-1-yl]cyclopentyl]carbamate NC1=NC=C2C(=N1)N(C(N(C2)C2=C(C=CC=C2C)F)=O)C2CC(CC2)NC(OC(C)(C)C)=O